C(=O)O.FC(C=1C(=C(C=CC1)[C@@H](C)NC1=NC(=NC2=CC=C(C=C12)C1=CC(=C(C=C1)CC(=O)N(C)C)OC)C)F)F (R)-2-(4-(4-((1-(3-(difluoromethyl)-2-fluorophenyl)ethyl)amino)-2-methylquinazolin-6-yl)-2-methoxyphenyl)-N,N-dimethylacetamide formate salt